O1-benzyl O2-methyl (2S,4S)-4-[[6-[3-[tert-butoxycarbonyl-[3-[tert-butoxycarbonyl(methyl)amino]propyl]amino]-1-methyl-2-oxo-4-pyridyl]-2-pyridyl]amino]pyrrolidine-1,2-dicarboxylate C(C)(C)(C)OC(=O)N(C=1C(N(C=CC1C1=CC=CC(=N1)N[C@H]1C[C@H](N(C1)C(=O)OCC1=CC=CC=C1)C(=O)OC)C)=O)CCCN(C)C(=O)OC(C)(C)C